C(C)(C)(C)OC(=O)N1[C@@H](COCC1)CN1C(C2=CC=CC=C2C1=O)=O (3R)-3-[(1,3-dioxo-1,3-dihydro-2H-isoindol-2-yl)methyl]morpholine-4-carboxylic acid tert-butyl ester